2-(3-Oxomorpholino)propionic acid benzyl ester C(C1=CC=CC=C1)OC(C(C)N1C(COCC1)=O)=O